C1(=CC=CC2=CC=CC=C12)COC1=CC=C(CN2N=CN=C2)C=C1 1-(4-(Naphthalen-1-ylmethoxy)benzyl)-1H-1,2,4-triazole